C1(CC1)C1=NC=NC(=C1C=1N(C(C2=C(N1)CN(C2)C(=O)OC(C)(C)C)=O)CC2=CC=C(C=C2)C=2N(C=C(N2)C(F)(F)F)C)OC tert-butyl 2-(4-cyclopropyl-6-methoxy-pyrimidin-5-yl)-3-[[4-[1-methyl-4-(trifluoromethyl)imidazol-2-yl]phenyl]methyl]-4-oxo-5,7-dihydropyrrolo[3,4-d]pyrimidine-6-carboxylate